C1(CC1)S(=NC(C)(CC(C)(C)C)C)NS(=O)(=O)C1=CC=C(C=C1)[N+](=O)[O-] N-(S-Cyclopropyl-N-(2,4,4-trimethylpentan-2-yl)sulfinimidoyl)-4-nitrobenzenesulfonamide